ClC1=CN=CC(=N1)C1=CC=C(C=C1)NC(C(C)(C)C1=NC(=CC=C1)NS(=O)(=O)C1CC1)=O N-(4-(6-chloropyrazin-2-yl)phenyl)-2-(6-(cyclopropanesulfonamido)pyridin-2-yl)-2-methylpropanamide